OC=C1C(OC(=CC1=O)C1=CC=CC=C1)=O 3-(hydroxymethylene)-6-phenyl-2H-pyran-2,4(3H)-dione